C(C)(C)(C)NC=1C=CC2=C(CCN(CC2)C(=O)OC(C)(C)C)N1 tert-butyl 2-(tert-butylamino)-5,6,8,9-tetrahydro-7H-pyrido[2,3-d]azepine-7-carboxylate